1-((4-bromo-5-(pyridin-2-yl)isoxazol-3-yl)methyl)-4-cyclobutylpiperazine BrC=1C(=NOC1C1=NC=CC=C1)CN1CCN(CC1)C1CCC1